3,8-dimethylene-tricyclo[5.2.1.02,6]Decane C=C1C2C3CC(C(C2CC1)C3)=C